C(C)SC(NC1=C(C=C(C=C1)N(C)CC1=CC=C(C=C1)F)OC1CCCC1)=O {2-Cyclopentyloxy-4-[(4-fluorobenzyl)-(methyl)amino]-phenyl}-thiocarbamic acid S-ethyl ester